Triethylammonium 4-((1-(bicyclo[2.2.1]hept-5-ene-2-carbonyl)-4-((tris(4-methoxyphenyl)methoxy)methyl)piperidin-4-yl)methoxy)-4-oxobutanoate C12C(CC(C=C1)C2)C(=O)N2CCC(CC2)(COC(C2=CC=C(C=C2)OC)(C2=CC=C(C=C2)OC)C2=CC=C(C=C2)OC)COC(CCC(=O)[O-])=O.C(C)[NH+](CC)CC